C1(=CC=CC=C1)N1C(=NC2=C1C=CC=C2)C=2C(=C(C(=C(C2C2=CC=NC=C2)N2C1=C(C=3C=CC=CC23)C=NC=C1)N1C2=C(C=3C=CC=CC13)C=NC=C2)N2C1=C(C=3C=CC=CC23)C=NC=C1)N1C2=C(C=3C=CC=CC13)C=NC=C2 5,5',5'',5'''-(5-(1-phenyl-1H-benzo[d]imidazol-2-yl)-6-(pyridin-4-yl)benzene-1,2,3,4-tetrayl)tetrakis(5H-pyrido[4,3-b]indole)